O=CCCNC(OC(C(CNC(CCOCCOCCOCCOCCN=[N+]=[N-])=O)(C)C)CS(=O)(=O)C)=O 1-Azido-18,18-dimethyl-20-methylsulfonyl-15-oxo-3,6,9,12-tetraoxa-16-azaicosan-19-yl (3-oxopropyl)carbamate